CC1=C(C(=CC=C1)C)C=1C=C(SC1)[C@H](CC(=O)OCC)NC(=O)NC=1C(N(C=CC1O)C)=O Ethyl (S)-3-(4-(2,6-Dimethylphenyl)thiophen-2-yl)-3-(3-(4-hydroxy-1-methyl-2-oxo-1,2-dihydropyridin-3-yl)ureido)propanoat